2-ISOPROPENYL-5-METHYL-4-HEXENOIC ACID C(=C)(C)C(C(=O)O)CC=C(C)C